C([C@H]([C@H]([C@@H]([C@H]([C@H](C(=O)[O-])O)O)O)O)O)O.C([C@H]([C@H]([C@@H]([C@H]([C@H](C(=O)[O-])O)O)O)O)O)O.[Mg+2] magnesium gluceptate